tert-butyl (1S,2R,5R)-3-(5-bromo-7-chloro-2-(ethylthio)-8-fluoropyrido[4,3-d]pyrimidin-4-yl)-2-vinyl-3,8-diazabicyclo[3.2.1]octane-8-carboxylate BrC1=NC(=C(C=2N=C(N=C(C21)N2[C@@H]([C@@H]1CC[C@H](C2)N1C(=O)OC(C)(C)C)C=C)SCC)F)Cl